1-(4-(5-(benzyloxy)pyrazolo[1,5-a]pyridin-3-yl)cyclohexyl)-N,N-dimethylmethaneamine C(C1=CC=CC=C1)OC1=CC=2N(C=C1)N=CC2C2CCC(CC2)CN(C)C